1,4a,5,7a-tetrahydrocyclopenta[c]pyran-4-carboxylate C1OC=C(C2C1C=CC2)C(=O)[O-]